CC1=CC=C(C(=O)OC[C@]2(O[C@H](C[C@@H]2OC(C2=CC=C(C=C2)C)=O)N2C3=NC(=NC(=C3N=C2)NC2CC2)N)CC)C=C1 [(2R,3S,5R)-5-[2-amino-6-(cyclopropylamino)purin-9-yl]-2-ethyl-3-(4-methylbenzoyl)oxy-tetrahydrofuran-2-yl]methyl 4-methylbenzoate